C[C@@H]1O[C@@H](CN([C@@H]1CNC1=NC=C(C=C1C)C(F)(F)F)C(=O)C1=NC(=CC=C1N1N=CC=N1)C([2H])([2H])[2H])C ((2S,3R,6R)-2,6-Dimethyl-3-(((3-methyl-5-(trifluoromethyl)pyridin-2-yl)amino)methyl)morpholino)(6-(methyl-d3)-3-(2H-1,2,3-triazol-2-yl)pyridin-2-yl)methanone